O=C(C(=O)[O-])CCC(=O)[O-] α-Oxoglutarate